(S)-2-(6-methyl-4-oxopyrrolo[1,2-d][1,2,4]triazin-3(4H)yl)-N-(1,2,3,4-tetrahydronaphthalen-1-yl)acetamide CC1=CC=C2N1C(N(N=C2)CC(=O)N[C@H]2CCCC1=CC=CC=C21)=O